ClC=1C=CC(=NC1)[C@@]1(OC2=C(C=CC=C2C=C1)C1CCN(CC1)CC1=NC2=C(N1C[C@H]1OCC1)C=C(C=C2)C(=O)O)[2H] ((4-((R)-2-(5-chloropyridin-2-yl)-2H-chromen-8-yl-2-d)piperidin-1-yl)methyl)-1-(((S)-oxetan-2-yl)methyl)-1H-benzo[d]imidazole-6-carboxylic acid